FC1=C(C(=CC(=C1)F)OC(C)C)C=1C2=C(C(=NC1C1=NN3C(CN([C@@H](C3)C)C(=O)OC(C)(C)C)=C1)C=1C=NN(C1)C)C=CS2 tertbutyl (6R)-2-(7-(2,4-difluoro-6-isopropoxyphenyl)-4-(1-methyl-1H-pyrazol-4-yl)thieno[3,2-c]pyridin-6-yl)-6-methyl-6,7-dihydropyrazolo[1,5-a]pyrazine-5(4H)-carboxylate